CC(C)C(CCCC(CCC)C)C 2,3,7-trimethyldecane